ClC1=CC=C(S1)CNC1=CC(=NN1C(C(COC)(C)C)=O)C1(CCNCC1)C 1-(5-{[(5-chlorothiophen-2-yl)methyl]amino}-3-(4-methylpiperidin-4-yl)-1H-pyrazol-1-yl)-3-methoxy-2,2-dimethylpropan-1-one